tris[dimethyl-(vinyl)siloxy]phenyl-silane C[Si](O[Si](C1=CC=CC=C1)(O[Si](C)(C)C=C)O[Si](C)(C)C=C)(C=C)C